((2S,3R,4R)-2-(4-fluorophenyl)-4-(4-(trifluoromethyl)benzyl)tetrahydrofuran-3-yl)-methanol FC1=CC=C(C=C1)[C@H]1OC[C@@H]([C@@H]1CO)CC1=CC=C(C=C1)C(F)(F)F